COC1=CC=C(C=C1)C=1C=C(C=C2NC(C(=NC12)C)=O)C(=O)OC methyl 8-(4-methoxyphenyl)-2-methyl-3-oxo-3,4-dihydroquinoxaline-6-carboxylate